ClC=1N=C(C2=C(N1)SC=N2)NCCC2=CNC1=CC=C(C=C21)C 5-Chloro-N-(2-(5-methyl-1H-indol-3-yl)ethyl)thiazolo[5,4-d]pyrimidin-7-amine